N-((1r,4r)-4-((5-(1-methyl-1H-benzo[d][1,2,3]triazol-6-yl)-7H-pyrrolo[2,3-d]pyrimidin-2-yl)amino)cyclohexyl)acetamide CN1N=NC2=C1C=C(C=C2)C2=CNC=1N=C(N=CC12)NC1CCC(CC1)NC(C)=O